(R)-2-amino-6-(3-(3-hydroxy-2,2-bis(hydroxymethyl)propyl)ureido)hexanamide N[C@@H](C(=O)N)CCCCNC(=O)NCC(CO)(CO)CO